6-hydroxy-5-(6-(methyl(2,2,6,6-tetramethylpiperidin-4-yl)amino)pyridazin-3-yl)-2,3-dihydro-1H-inden-1-one oxime hydrochloride salt Cl.OC1=C(C=C2CCC(C2=C1)=NO)C=1N=NC(=CC1)N(C1CC(NC(C1)(C)C)(C)C)C